(-)-dihydroxysuccinic acid OC(C(C(=O)O)O)C(=O)O